1'-phenyl-3',6'-dihydro-7'H-spiro[cyclobutane-1,8'-dipyrrolo[2,3-b:3',2'-d]pyridin]-7'-one trifluoroacetate salt FC(C(=O)O)(F)F.C1(=CC=CC=C1)C1=CNC2=NC=C3C(=C21)C2(C(N3)=O)CCC2